C1(=CC=CC=C1)[C@@H]1[C@H](C1)NC(=O)[C@@H]1CN(C[C@H]1C(=O)N[C@@H]1[C@H](C1)C1=CC=CC=C1)C(C1=CC=C(C=C1)[C@H](C(F)(F)F)N1C[C@@H]([C@H](C1)NC(=O)NCCCCCCCCCCC)OC)=O |o1:36| (3S,4S)-N3,N4-bis((S,2R)-2-phenylcyclopropyl)-1-(4-((R*)-2,2,2-trifluoro-1-((3S,4S)-3-methoxy-4-(3-undecylureido)pyrrolidin-1-yl)ethyl)benzoyl)pyrrolidine-3,4-dicarboxamide